trans-N-[4-[2-[4-(2,3-dichlorophenyl)piperazin-1-yl]ethyl]cyclohexyl]-morpholine-4-carboxamide ClC1=C(C=CC=C1Cl)N1CCN(CC1)CC[C@@H]1CC[C@H](CC1)NC(=O)N1CCOCC1